FC(C1=CC=C2C(=NNC2=C1)C1=CC(=NO1)C1=CC=C(C(=O)N2C(CCC2)C(C)(C)O)C=C1)(F)F 2-[1-(4-{5-[6-(Trifluoromethyl)-1H-indazol-3-yl]-1,2-oxazol-3-yl}benzoyl)pyrrolidin-2-yl]propan-2-ol